C(C)(C)(C)OC(=O)N([C@@H](C(=O)O)CCCC)C (R)-2-((tert-butoxycarbonyl)(methyl)amino)hexanoic acid